tert-butyl-3-amino-3-(hydroxyimino)propanoate C(C)(C)(C)OC(CC(=NO)N)=O